FC(COC1=NC=CC(=C1)C(C(F)F)O)F 1-[2-(2,2-difluoroethoxy)-4-pyridyl]-2,2-difluoro-ethanol